O=C([C@H](O)[C@@H](O)[C@H](O)CO)[O-] Xylonat